N-(1-hydroxy-2-methylpropan-2-yl)benzamide OCC(C)(C)NC(C1=CC=CC=C1)=O